FC=1C=C(CNC(=O)C=2N=NC(=C(C2)C)N2CCC(CC2)OC=2C=NC(=CC2)OC)C=C(C1OC)F N-(3,5-difluoro-4-methoxybenzyl)-6-{4-[(6-methoxypyridin-3-yl)oxy]piperidin-1-yl}-5-methylpyridazine-3-carboxamide